FC(OC1=CC2=C(NC(=N2)S(=O)(=O)CC2=[N+](C=CC(=C2OC)OC)[O-])C=C1)F 2-(((5-(difluoromethoxy)-1H-benzo[d]imidazol-2-yl)sulfonyl)methyl)-3,4-dimethoxypyridine 1-oxide